CN1CC=2N(CC1)N=C(C2)C(=O)N 5-methyl-4,5,6,7-tetrahydropyrazolo[1,5-a]pyrazine-2-carboxamide